C(C)(CCC)N sec-pentyl-amine